2-(1-tert-butoxycarbonyl-piperidin-4-yl)-2,3-dihydro-1H-isoindole-4-carboxylic acid C(C)(C)(C)OC(=O)N1CCC(CC1)N1CC=2C=CC=C(C2C1)C(=O)O